CC=1C(=C(C=C(C1)C(F)(F)F)O)C=1C=NC=2C(N1)=NN(C2)C2CCC1=C(N(N=N1)C)C2 3-methyl-2-(2-(1-methyl-4,5,6,7-tetrahydro-1H-benzo[d][1,2,3]triazol-6-yl)-2H-pyrazolo[3,4-b]pyrazin-6-yl)-5-(trifluoromethyl)phenol